NC1=NC=NN2C1=C(N=C2C2CCOCC2)C2=C(C=C(CNC(C1=C(C=CC(=C1)F)OC)=O)C=C2)OCC N-(4-(4-amino-7-(tetrahydro-2H-pyran-4-yl)imidazo[5,1-f][1,2,4]triazin-5-yl)-3-ethoxybenzyl)-5-fluoro-2-methoxybenzamide